2-(3,6-diazabicyclo[3.1.1]heptan-3-yl)-5-(1-methoxyethyl)-7-(thiazol-2-yl)-4-(trifluoromethyl)benzo[d]oxazole C12CN(CC(N1)C2)C=2OC1=C(N2)C(=C(C=C1C=1SC=CN1)C(C)OC)C(F)(F)F